6-(hydroxymethyl)isoindol-1-one OCC1=CC=C2C=NC(C2=C1)=O